phthalic acid, sodium salt [Na+].C(C=1C(C(=O)[O-])=CC=CC1)(=O)[O-].[Na+]